C(C)OC(C(CC(=C)C(C1=CC=C(C=C1)C)O)NNC1=CC=CC=C1)=O (E)-4-(hydroxy(p-tolyl)methyl)-2-(2-phenylhydrazino)pent-4-enoic acid ethyl ester